7-(4,4,5,5-tetramethyl-1,3,2-dioxaborolan-2-yl)pyrrolo[1,2-b]pyridazine-3-carbonitrile CC1(OB(OC1(C)C)C1=CC=C2N1N=CC(=C2)C#N)C